N(C(=O)C)C1=CC=C(C=N1)OC1CN(C1)C1=C(C(=O)NC=2C=NC=C(C2)C(F)(F)F)C=CC(=C1)C (3-((6-Acetaminopyridin-3-yl)oxy)azetidin-1-yl)-4-methyl-N-(5-(trifluoromethyl)pyridin-3-yl)benzamide